2-bromo-4-((trifluoromethyl)thio)benzonitrile BrC1=C(C#N)C=CC(=C1)SC(F)(F)F